O=C1CC2SC(=C(N12)C(=O)O)S[C@@H]1CNCC1 7-oxo-3-(((s)-pyrrolidin-3-yl)thio)-4-thia-1-azabicyclo[3.2.0]hept-2-ene-2-carboxylic acid